NC1=CC=C(CO)C=C1 4-aminobenzyl Alcohol